BrC1=C(C=C(C=C1)N=S1(CCCCC1)=O)F 1-((4-bromo-3-fluorophenyl)imino)hexahydro-1λ6-thiopyran-1-oxide